C(C)(C)(C)OC(=O)N1CCN(CC1)C1=NC=NC2=CC(=C(C=C12)Br)C 4-(6-bromo-7-methyl-quinazolin-4-yl)piperazine-1-carboxylic acid tert-butyl ester